(S)-6-(((R)-1-(5-chloropyridin-2-yl)-2-methylpropyl)amino)-2-(4-fluoro-3,5-dimethylbenzyl)-N-hydroxyhexanamide ClC=1C=CC(=NC1)[C@@H](C(C)C)NCCCC[C@H](C(=O)NO)CC1=CC(=C(C(=C1)C)F)C